6,6-dipentoxyhexanenitrile C(CCCC)OC(CCCCC#N)OCCCCC